C(C)(C)(C)NS(=O)(=O)C1=NC=CC(=C1)NC(=O)C=1C(=NC=C(C1)Cl)N1CCC(CCC1)(F)F N-[2-(tert-butylsulfamoyl)-4-pyridyl]-5-chloro-2-(4,4-difluoroazepan-1-yl)pyridine-3-carboxamide